1-adamantanecarboxylic acid N-(3-aminopropyl) amide NCCCNC(=O)C12CC3CC(CC(C1)C3)C2